(((9H-fluoren-9-yl)methoxy)carbonyl)-D-leucyl-L-alanine C1=CC=CC=2C3=CC=CC=C3C(C12)COC(=O)N[C@H](CC(C)C)C(=O)N[C@@H](C)C(=O)O